2-amino-5-bromo-6-(2,2,2-trifluoroethoxy)nicotinic acid methyl ester COC(C1=C(N=C(C(=C1)Br)OCC(F)(F)F)N)=O